FC(C1=NN=C(O1)C1=CC=C(CN2C(N(CC3=CC=CC=C23)CCOC)=O)C=C1)F 1-(4-(5-(difluoromethyl)-1,3,4-oxadiazol-2-yl)benzyl)-3-(2-methoxyethyl)-3,4-dihydroquinazolin-2(1H)-one